COCCCC 4-methoxybutan